P(O)(=O)(OP(=O)(O)OP(=O)(O)O)OC[C@@H]1[C@H]([C@H]([C@@H](O1)N1C=NC=2C(N)=NC=NC12)O)O adenosine-triphosphate